(S)-1-(Toluene-4-sulfonyl)-pyrrolidine-2-carboxylic acid benzothiazol-5-ylmethyl-(4,4-dimethyl-cyclohexyl)-amide S1C=NC2=C1C=CC(=C2)CN(C(=O)[C@H]2N(CCC2)S(=O)(=O)C2=CC=C(C)C=C2)C2CCC(CC2)(C)C